2-(2-amino-ethylamino)-ethanol NCCNCCO